The molecule is a member of the class of muramic acids that is N-acetyl-alpha-D-muramic acid in which the anomeric hydroxy hydrogen has been replaced by a phospho group. It is a member of muramic acids and a carbohydrate phosphate. It derives from a N-acetyl-alpha-D-muramic acid. It is a conjugate acid of a N-acetyl-alpha-D-muramate 1-phosphate(3-). C[C@H](C(=O)O)O[C@@H]1[C@H]([C@H](O[C@@H]([C@H]1O)CO)OP(=O)(O)O)NC(=O)C